ammonioalcohol [NH3+]O